2-fluoro-4-((4-(1-methyl-1H-indol-3-yl)pyrimidin-2-yl)amino)phenol FC1=C(C=CC(=C1)NC1=NC=CC(=N1)C1=CN(C2=CC=CC=C12)C)O